3-isocyanatoethyl-3,5,5-triethylcyclohexyl isocyanate N(=C=O)CCC1(CC(CC(C1)(CC)CC)N=C=O)CC